ClC1=C(C=C(C=C1)CC[C@@]1(CN(CCC1)C1=CC(=C(C(=C1)F)S(=O)(=O)N(C1=NC=NC=C1)CC1=C(C=C(C=C1)OC)OC)F)N(C)C)C(F)(F)F 4-[(3R)-3-[2-[4-chloro-3-(trifluoromethyl)phenyl]ethyl]-3-(dimethylamino)-1-piperidyl]-N-[(2,4-dimethoxyphenyl)methyl]-2,6-difluoro-N-pyrimidin-4-yl-benzenesulfonamide